dimethyl-(trichloroacetoxy)silane C[SiH](OC(C(Cl)(Cl)Cl)=O)C